OC1(CN(CC1)C(=O)OC(C)(C)C)C1=CN(C2=CC=CC=C12)S(=O)(=O)C1=CC=C(C=C1)C tert-butyl 3-hydroxy-3-(1-(4-methylbenzenesulfonyl)-1H-indol-3-yl)pyrrolidine-1-carboxylate